4-((2-(1-Isopropyl-1H-pyrazol-4-yl)pyridin-4-yl) ((4-(4-methoxy-3-methylphenyl)bicyclo[2.2.2]octan-1-yl)methyl) carbamoyl)(trans-cyclohexyl) 3-hydroxyazetidine-1-carboxylate OC1CN(C1)C(=O)O[C@@H]1CC[C@H](CC1)C(N(CC12CCC(CC1)(CC2)C2=CC(=C(C=C2)OC)C)C2=CC(=NC=C2)C=2C=NN(C2)C(C)C)=O